(S)-5-((1-(2-chlorophenyl)ethyl)amino)-4-cyclopropylpyrimidine-2-carbonitrile ClC1=C(C=CC=C1)[C@H](C)NC=1C(=NC(=NC1)C#N)C1CC1